ClC1=NC=NC=C1C1OCCCO1 4-chloro-5-(1,3-dioxane-2-yl)pyrimidine